5-acetamido-3-(4,4,5,5-tetramethyl-1,3,2-dioxaborolan-2-yl)-1H-pyrrolo[2,3-c]pyridine-1-carboxylic acid tert-butyl ester C(C)(C)(C)OC(=O)N1C=C(C=2C1=CN=C(C2)NC(C)=O)B2OC(C(O2)(C)C)(C)C